C1(CC1)CN1[C@H]2[C@@]3(CC[C@@H]([C@H]4[C@@]3(C=3C(=C(C=CC3C2)O)O4)CC1)NC(=O)C=1C=CC=C4C=CNC14)O 17-Cyclopropylmethyl-3,14β-dihydroxy-4,5α-epoxy-6α-(indole-7-carboxamido)morphinan